(2R,3R)-2-(6-chloro-8-(furan-2-yl)-2-(hept-1-yn-1-yl)-9H-purin-9-yl)tetrahydrofuran-3-ol ClC1=C2N=C(N(C2=NC(=N1)C#CCCCCC)[C@@H]1OCC[C@H]1O)C=1OC=CC1